cholestanoyloxy-3,5-diaminobenzene C(C(C)CCC[C@@H](C)[C@H]1CC[C@H]2[C@@H]3CCC4CCCC[C@]4(C)[C@H]3CC[C@]12C)(=O)OC1=CC(=CC(=C1)N)N